boron iodate I(=O)(=O)[O-].[B+3].I(=O)(=O)[O-].I(=O)(=O)[O-]